OC1=C(C=CC=C1)C1=C(N2N(C=3C=C4C(=CC3C23C(=NN(C3=O)C3=CC2=CC=CC=C2C=C3)C)C=CC=C4)C1=O)C 2-(2-Hydroxyphenyl)-1,3'-dimethyl-1'-(naphthalen-2-yl)-3H-spiro[benzo[f]pyrazolo[1,2-a]indazole-11,4'-pyrazole]-3,5'(1'H)-dione